NC1=C(C=C(C=N1)C1=CC=C(C(=O)NC2CCN(CC2)C)C=C1)OCC1=C(C(=CC=C1F)F)Cl 4-[6-amino-5-(2-chloro-3,6-difluoro-benzyloxy)-pyridin-3-yl]-N-(1-methyl-piperidin-4-yl)-benzamide